ClC(=C1[C@@H]2CC[C@H]1C1=CC=CC=C21)Cl (1R,4S)-9-(dichloromethylene)-1,2,3,4-tetrahydro-1,4-methanonaphthalen